FC(C=1C=CC=C2C3=C(NC12)N=CN=C3N)(F)F 8-(trifluoromethyl)-9H-pyrimido[4,5-b]indol-4-amine